CC1NCCC1CNS(=O)(=O)C N-[(2-methylpyrrolidin-3-yl)methyl]Methanesulfonamide